CN1C(N(C2=C1C=C(C=C2)C2=CC=C(C=C2)C2CCC(CC2)N2CCNCC2)C2C(NC(CC2)=O)=O)=O 3-(3-methyl-2-oxo-5-{4-[(1s,4s)-4-(piperazin-1-yl)cyclohexyl]phenyl}-1,3-benzodiazol-1-yl)piperidine-2,6-dione